FC(C(C(F)F)OC)(F)F 1,1,1,3,3-pentafluoro-2-methoxypropane